1-bromo-3-(propan-2-yl)-5-(trifluoromethyl)benzene BrC1=CC(=CC(=C1)C(F)(F)F)C(C)C